2-(8-cyclopropyl-2-methylimidazo[1,2-a]pyridin-6-yl)-7-[(3S)-3-methylpiperazin-1-yl]-4H-pyrido[1,2-a]pyrimidin-4-one C1(CC1)C=1C=2N(C=C(C1)C=1N=C3N(C(C1)=O)C=C(C=C3)N3C[C@@H](NCC3)C)C=C(N2)C